(R)-1-(4-((5-(1-(3,3-difluoropropyl)-1H-benzo[d][1,2,3]triazol-6-yl)-6-fluoro-4-methoxypyrrolo[2,1-f][1,2,4]triazin-2-yl)amino)-3,3-difluoropiperidin-1-yl)ethan-1-one FC(CCN1N=NC2=C1C=C(C=C2)C=2C(=CN1N=C(N=C(C12)OC)N[C@H]1C(CN(CC1)C(C)=O)(F)F)F)F